2-((((9H-Fluoren-9-yl)methoxy)carbonyl)(methyl)amino)-3-(2-(trifluoromethyl)phenyl)propanoic acid C1=CC=CC=2C3=CC=CC=C3C(C12)COC(=O)N(C(C(=O)O)CC1=C(C=CC=C1)C(F)(F)F)C